C(C1=CC=CC=C1)N1N=C(N=C1)C(=O)NC1C(N(C=2N(CC1)N=C(C2)CC2CC2)C)=O 1-benzyl-N-(2-(cyclopropyl-methyl)-4-methyl-5-oxo-5,6,7,8-tetrahydro-4H-pyrazolo[1,5-a][1,3]diazepin-6-yl)-1H-1,2,4-triazole-3-carboxamide